ethyl 2-(thiophen-2-yl)pyrazolo[1,5-a]pyridine-3-carboxylate S1C(=CC=C1)C1=NN2C(C=CC=C2)=C1C(=O)OCC